butyl (S)-8-(((2-(tert-butoxycarbonyl)benzyl)oxy)methyl)-6-(4,5-difluorobenzo[d]thiazol-7-yl)-2,6-diazaspiro[3.4]octane-2-carboxylate C(C)(C)(C)OC(=O)C1=C(COC[C@@H]2CN(CC23CN(C3)C(=O)OCCCC)C3=CC(=C(C=2N=CSC23)F)F)C=CC=C1